ClC1=C(C=CC=C1OC)C(=O)N1C[C@H]2CO[C@@H](CN2CC1)C1=NC=C(C(=C1)Br)Cl (2-chloro-3-methoxy-phenyl)-[(3S,9aS)-3-[5-chloro-4-bromo-2-pyridyl]-3,4,6,7,9,9a-hexahydro-1H-pyrazino[2,1-c][1,4]oxazin-8-yl]methanone